N,N'-bis[(α,α-dimethyl-3,5-dimethoxybenzyloxy)carbonyl]-1,4-phenylenediamine CC(C1=CC(=CC(=C1)OC)OC)(OC(=O)NC1=CC=C(C=C1)NC(=O)OC(C1=CC(=CC(=C1)OC)OC)(C)C)C